(2-hydroxy-4-octyloxyphenyl)phenylmethanone OC1=C(C=CC(=C1)OCCCCCCCC)C(=O)C1=CC=CC=C1